3,6-Dimethyl-8-[(1R)-1-[[2-(3-methylisoxazol-5-yl)-3-pyridyl]amino]-ethyl]-2-(3-pyridyl)chromen-4-one CC1=C(OC2=C(C=C(C=C2C1=O)C)[C@@H](C)NC=1C(=NC=CC1)C1=CC(=NO1)C)C=1C=NC=CC1